FC1=C(C=CC(=C1F)C#CC1=CC=C(C=C1)C1CCC(CC1)CCC)N=C=S 2,3-difluoro-1-isothiocyanato-4-((4-(4-n-propylcyclohexyl)phenyl)ethynyl)benzene